BrCC1=CC=2N(C=C1)C(=CN2)C(=O)OCC ethyl 7-(bromomethyl)imidazo[1,2-a]pyridine-3-carboxylate